2-Bromo-7-iodo-5H-pyrrolo[2,3-b]pyrazine BrC=1N=C2C(=NC1)NC=C2I